C(C)OC(=O)C=1C(=NC(=NC1)Cl)NCC1=CC=C(C=C1)C=1N(C=C(N1)C(F)(F)F)C 2-chloro-4-((4-(1-methyl-4-(trifluoromethyl)-1H-imidazol-2-yl)benzyl)amino)pyrimidine-5-carboxylic acid ethyl ester